C(C1=CC=CC=C1)OC1=CC=C(C(=C1N1CC2(C1)CCN(CC2)CCO)Cl)Cl 2-(2-(6-(Benzyloxy)-2,3-dichlorophenyl)-2,7-diazaspiro[3.5]nonan-7-yl)ethan-1-ol